(4-(4,4,5,5-Tetramethyl-1,3,2-dioxaborolane-2-yl)-5-((triisopropylsilyl)ethynyl)naphthalene-2-yl)carbamic acid tert-Butyl ester C(C)(C)(C)OC(NC1=CC2=CC=CC(=C2C(=C1)B1OC(C(O1)(C)C)(C)C)C#C[Si](C(C)C)(C(C)C)C(C)C)=O